SC1=CC=C(C(=O)OCOC(C)=O)C=C1 4-mercaptobenzoic acid, acetoxymethyl ester